ClC1=NC=C2C=CC(=NC2=C1)C1(OCC1)C1CCN(CC1)C 7-chloro-2-(2-(1-methylpiperidin-4-yl)oxetan-2-yl)-1,6-naphthyridine